CC(C(=O)[O-])=C.[Na+].C(CCCCC)C1(C2=CC=CC=C2NC=2C=CC=CC12)CCCCCC 9,9-dihexyl-acridine sodium 2-methyl-2-propenoate